5,6-dihydroxy-eicosatetraenoic acid CCCCCCCCCCCC=CC=C(C(=CC=CC(=O)O)O)O